N8-benzyl-3-isopropyl-N6-[(3R)-tetrahydropyran-3-yl]-[1,2,4]triazolo[4,3-b]pyridazine-6,8-diamine C(C1=CC=CC=C1)NC=1C=2N(N=C(C1)N[C@H]1COCCC1)C(=NN2)C(C)C